N'-methyl-N''-[2-[[(5-methylimidazol-4-yl)methyl]thio]ethyl]guanidine CNC(N)=NCCSCC=1N=CNC1C